CC1=C(C(=CC=C1)C)C=C1CCC(C1=O)(C1=CC=CC=C1)C 5-[(2,6-dimethylphenyl)methylene]-2-methyl-2-phenyl-cyclopentanone